C1(=CC=CC=C1)C(=C)C=1N=C2C=CC=CC2=C2C=CC=CC12 6-(1-phenylvinyl)phenanthridine